C(#N)[C@H](CC1=CC=C(C=C1)C1=CC=C(C=C1)C#N)NC(=O)[C@@H]1C[C@H]2[C@@H](N1)COC2 (2S,3aS,6aR)-N-((S)-1-cyano-2-(4'-cyano-[1,1'-biphenyl]-4-yl)ethyl)hexahydro-1H-furo[3,4-b]pyrrole-2-carboxamide